C(C)(C)(C)OC(=O)N1C(C(C1)O)C tert-Butyl-3-hydroxy-2-methylazetidine-1-carboxylate